(S)-N-((S)-(5-cyclopropyl-6-fluoropyridin-2-yl)(phenyl)methyl)-2-methylpropane-2-sulfinamide C1(CC1)C=1C=CC(=NC1F)[C@@H](N[S@@](=O)C(C)(C)C)C1=CC=CC=C1